4-(1-hydroxycyclobutyl)benzonitrile OC1(CCC1)C1=CC=C(C#N)C=C1